OCCC1OCO1 2-(2'-hydroxyethyl)-1,3-dioxetane